C(C)(C)C1=CC=C(C=C1)CCC=O 3-(p-isopropylphenyl)-propionaldehyde